N-((S)-1-(((S)-1-amino-1-oxo-3-((S)-2-oxopiperidin-3-yl)propan-2-yl)amino)-3-cyclopropyl-1-oxopropan-2-yl)-4,7-dichloro-1H-benzo[d]imidazole-2-carboxamide NC([C@H](C[C@H]1C(NCCC1)=O)NC([C@H](CC1CC1)NC(=O)C1=NC2=C(N1)C(=CC=C2Cl)Cl)=O)=O